FC1=CC=CC(=N1)NC1=NC=C(C(=O)NOC)C(=C1)NC1=C(C(=CC=C1)C=1C=NN(C1)C)N(S(=O)(=O)C)C 6-((6-fluoropyridin-2-yl)amino)-N-methoxy-4-((3-(1-methyl-1H-pyrazol-4-yl)-2-(N-methyl-methanesulfonamido)phenyl)amino)nicotinamide